2-(3-(1-((1S,2S,3S,5S,6R)-2,6-difluoro-1,5-dimethyl-8-azabicyclo[3.2.1]octan-3-yl)vinyl)-1,2,4-triazin-6-yl)-5-(1H-imidazol-1-yl)phenol F[C@@H]1[C@@]2(C[C@H]([C@](C[C@H]1C(=C)C=1N=NC(=CN1)C1=C(C=C(C=C1)N1C=NC=C1)O)(N2)C)F)C